1-(2,2-difluoroethyl)-6-(2-(((4-(trifluoromethyl)pyridin-3-yl)oxy)methyl)-7-azaspiro[3.5]nonan-7-yl)-1H-pyrazolo[3,4-b]pyrazine FC(CN1N=CC=2C1=NC(=CN2)N2CCC1(CC(C1)COC=1C=NC=CC1C(F)(F)F)CC2)F